3-(Dimethylamino)-4-fluorobenzoic acid CN(C=1C=C(C(=O)O)C=CC1F)C